C(C)(C)(C)OC(=O)N1CC(N(CC1)C(C1=C(C=C(C=C1)NC(=O)C1CC1)N1CCCCCC1)=O)CC1=CC=CC=C1 4-[2-(azepan-1-yl)-4-(cyclopropanecarbonylamino)benzoyl]-3-benzylpiperazine-1-carboxylic acid tert-butyl ester